N-(N,N-dimethyl-1,2,3,4-tetrahydro-2-aminodibenzo-fur-8-yl)benzenesulfonamide CN(C1CC2=C(OC3=C2C=C(C=C3)NS(=O)(=O)C3=CC=CC=C3)CC1)C